C(C1=CC=CC=C1)NC(CC1=NC=C(C=C1)C1=C(C=C(C=C1)OCCN1CC2(CS(C2)(=O)=O)C1)F)=O N-benzyl-2-(5-(4-(2-(2,2-dioxido-2-thia-6-azaspiro[3.3]heptan-6-yl)ethoxy)-2-fluorophenyl)pyridin-2-yl)acetamide